NC1=NOC2=C1C=CC(=C2)C2=C(C=C(C#N)C=C2)OC=2N(N=C(C2)C2=CC=CC=C2)C 4-(3-amino-1,2-benzoxazol-6-yl)-3-(2-methyl-5-phenylpyrazol-3-yl)oxybenzonitrile